N[C@H](C(=O)NC1=NC=C(C=C1)S(NC(C)(C)C)(=O)=O)CC1=CC=CC=C1 (S)-2-amino-N-(5-(N-tert-butylsulfamoyl)pyridin-2-yl)-3-phenylpropanamide